NC=1C=C(C=C(C1)C(F)(F)F)[C@@H](C)NC(=O)C1=NN(C(C=C1C1CC1)=O)C1=CC=CC=C1 (R)-N-(1-(3-amino-5-(trifluoromethyl)phenyl)ethyl)-4-cyclopropyl-6-oxo-1-phenyl-1,6-dihydroPyridazine-3-carboxamide